dimethyl 2-bromomethyl-6-methyl-4-styryl-1,4-dihydropyridine-3,5-dicarboxylate BrCC=1NC(=C(C(C1C(=O)OC)C=CC1=CC=CC=C1)C(=O)OC)C